CC1C(N(CCC1)N=O)C(=O)O 3-methyl-1-nitrosopiperidine-2-carboxylic acid